[Fe]=S.[Ni] nickel-iron sulfide